FC(C=1N=CC=2N(C1)C(=CN2)C2=NC=CC(=N2)N2CC(CCC2)C2=NOC=N2)(F)F 3-(1-(2-(6-(Trifluoromethyl)imidazo[1,2-a]pyrazin-3-yl)pyrimidin-4-yl)piperidin-3-yl)-1,2,4-oxadiazole